C1(CC1)C1=NN(C(=C1)C(F)(F)F)CC(=O)N1[C@@H]([C@@H](CC1)NC(=O)C=1OC(=CN1)C)C1=C(C(=CC=C1)OC([2H])([2H])[2H])C N-[(2R,3R)-1-[2-[3-Cyclopropyl-5-(trifluoromethyl)pyrazol-1-yl]acetyl]-2-[2-methyl-3-(trideuteriomethoxy)phenyl]pyrrolidin-3-yl]-5-methyl-oxazole-2-carboxamide